NC1=CC(=C2C=CC=NC2=C1)C1(CC1)NC(C1=C(C=CC(=C1)OCC1N(CC1)C)C)=O N-(1-(7-aminoquinolin-5-yl)cyclopropyl)-2-methyl-5-((1-methylazetidin-2-yl)methoxy)benzamide